secondary hexadecyl-amine C(C)(CCCCCCCCCCCCCC)N